6-bromo-4-fluoro-2-(4-piperidinyl)benzotriazole BrC=1C=C(C=2C(=NN(N2)C2CCNCC2)C1)F